3-(4-chloro-3,5-dimethylpyrazol-1-yl)-N-(3,4-dimethoxyphenyl)-N-methyl-benzamide ClC=1C(=NN(C1C)C=1C=C(C(=O)N(C)C2=CC(=C(C=C2)OC)OC)C=CC1)C